BrCCC=C 4-Bromobut-1-ene